OC1=C(OC2=C(C1=O)C(=CC(=C2)OC)O)C2=C(C=CC=C2)NCCCN2C=NC=C2C 3,5-dihydroxyl-7-methoxy-2-(2-((3-(5-methyl-1H-imidazol-1-yl)propyl)amino)phenyl)-4H-benzopyran-4-one